C1(=CC=CC=C1)C#CC1=C(C=CC2=CC=CC=C12)C=O 1-(2-phenylethynyl)-2-naphthaldehyde